Cl.N1=CC(=CC=C1C(=O)N)C=1CCNCC1 1',2',3',6'-tetrahydro-[3,4'-bipyridine]-6-carboxamide hydrochloride